2-(6-bromo-2-pyridyl)propan-2-ol BrC1=CC=CC(=N1)C(C)(C)O